C(C1=CC(C(=O)O)=CC=C1)(=O)O.NCCCCCN pentamethylenediamine isophthalate